2-aminoethyl α-D-mannopyranosyl-(1→3)-[α-D-mannopyranosyl-(1→6)]-α-D-glucopyranoside [C@H]1([C@@H](O)[C@@H](O)[C@H](O)[C@H](O1)CO)O[C@@H]1[C@H]([C@@H](OCCN)O[C@@H]([C@H]1O)CO[C@@H]1[C@@H](O)[C@@H](O)[C@H](O)[C@H](O1)CO)O